C(C=C)(=O)O.C(C)OCOCOCC ethoxymonomethyl ether acrylate